piperidine-1-ium chloride [Cl-].[NH2+]1CCCCC1